(R)-1-(2-chloro-4-(3-methylmorpholinyl)thieno[3,2-d]pyrimidin-7-yl)-N,N-dimethyl-Methanesulfonamide ClC=1N=C(C2=C(N1)C(=CS2)CS(=O)(=O)N(C)C)N2[C@@H](COCC2)C